1-((6-(azetidin-3-yl)-2,5-dimethylpyridin-3-yl)methyl)piperidine-4-carboxylic acid methyl ester COC(=O)C1CCN(CC1)CC=1C(=NC(=C(C1)C)C1CNC1)C